CC(C#C)N1C(C=2N(CC1)N=C1C2CN([C@@H](C1)C)C(C1=CC(=C(C=C1)Cl)Cl)=O)=O (3R)-9-(But-3-yn-2-yl)-2-(3,4-dichlorobenzoyl)-3-methyl-1,2,3,4,8,9-hexahydropyrido[4',3':3,4]-pyrazolo[1,5-a]pyrazin-10(7H)-one